C(C1=CC=CC=C1)OCCOCCOCCOCCC(=O)O 3-[2-[2-(2-benzyloxyethoxy)ethoxy]ethoxy]propanoic acid